CN1N=CC=C1C(=O)NC1=CNC2=CC=C(C=C12)OCCC1=CC=C(C=C1)C(F)(F)F 1-methyl-N-(5-(4-(trifluoromethyl)phenethoxy)-1H-indol-3-yl)-1H-pyrazole-5-carboxamide